5-(2,2'-dichloro-3'-(pyrido[3,4-b]pyrazin-5-ylamino)-[1,1'-biphenyl]-3-yl)-3-ethylpyrazine-2-carbaldehyde ClC1=C(C=CC=C1C=1N=C(C(=NC1)C=O)CC)C1=C(C(=CC=C1)NC1=NC=CC=2C1=NC=CN2)Cl